C(CCCCCCCCC\C=C/CC=CCCCCC)(=O)OC methyl cis-11,14-eicosdienoate